FC=1C=CC(=NC1)C1=NN(C(=C1)CO)CC(C(C)C)C(=O)C(CN1N=C(C=C1CO)C1=NC=C(C=C1)F)C(C)C (3-(5-fluoropyridin-2-yl)-5-(hydroxymethyl)-1H-pyrazol-1-yl)-3-methylbutan-2-ylKetone